Cl.N[C@H]1[C@@H]([C@@H]([C@H](C1)C(=O)OC)O)O Methyl (1S,2R,3S,4R)-4-amino-2,3-dihydroxycyclopentane-1-carboxylate hydrochloride